Octadecadien-6-ynoic acid C(C=CC=CC#CCCCCCCCCCCC)(=O)O